7-amino-3-ethyl-5-({2-[6-(2-hydroxypropan-2-yl)pyridin-2-yl]ethyl}amino)-2-methylpyrazolo[1,5-a]pyrimidine-6-carbonitrile NC1=C(C(=NC=2N1N=C(C2CC)C)NCCC2=NC(=CC=C2)C(C)(C)O)C#N